1-(4-chlorophenyl)-5-methoxy-3-methyl-1H-benzo[g]indazole ClC1=CC=C(C=C1)N1N=C(C2=CC(=C3C(=C12)C=CC=C3)OC)C